6-Fluoro-5-(4-(methylsulfonyl)piperazin-1-yl)-1H-indazole FC1=C(C=C2C=NNC2=C1)N1CCN(CC1)S(=O)(=O)C